(S)-2-((tert-butoxycarbonyl)amino)-3-(3-(difluoromethyl)-5-(1-ethyl-3-(3-hydroxy-2,2-dimethylpropyl)-2-(2-((S)-1-methoxyethyl)pyridin-3-yl)-1H-indol-5-yl)phenyl)propanoic acid C(C)(C)(C)OC(=O)N[C@H](C(=O)O)CC1=CC(=CC(=C1)C=1C=C2C(=C(N(C2=CC1)CC)C=1C(=NC=CC1)[C@H](C)OC)CC(CO)(C)C)C(F)F